C(=O)(OC(C)(C)C)NCCCO N-Boc-3-aminopropanol